C(C)OC=1C=C(C=C(C1OCC)[N+](=O)[O-])NN 2-(3,4-diethoxy-5-nitrophenyl)hydrazine